[Li+].C(C)N1C(CNCC1)C(=O)[O-] Ethyl-piperazine-2-carboxylic acid lithium salt